N-(8,9-difluoro-6-oxo-1,4,5,6-tetrahydro-2H-pyrano[3,4-c]isoquinolin-1-yl)-6-fluoro-N-methyl-4-(methylsulfonamido)-1H-indole-2-carboxamide FC=1C(=CC=2C3=C(NC(C2C1)=O)COCC3N(C(=O)C=3NC1=CC(=CC(=C1C3)NS(=O)(=O)C)F)C)F